COC(=O)C=1C(N(C2=CC(=CC=C2C1N)OC(F)F)C1=CC=C(C=C1)C(C)O)=O 4-Amino-7-(difluoromethoxy)-1-(4-(1-hydroxyethyl)phenyl)-2-oxo-1,2-dihydroquinoline-3-carboxylic acid methyl ester